1,3,5-trismercaptomethyl-benzene SCC1=CC(=CC(=C1)CS)CS